C(C)(C)(C)C1=CC(=C(C=C1)C=1C=C2CCN(C(C2=CC1)=O)C=1C=CC(=C(C1)NS(=O)(=O)C)O)C1=NC=CC=C1 N-(5-(6-(4-(tert-butyl)-2-(pyridin-2-yl)phenyl)-1-oxo-3,4-dihydroisoquinolin-2(1H)-yl)-2-hydroxyphenyl)methanesulfonamide